C(C)(=O)NCC12C[C@H](N(C2C1)C(=O)OC(C)(C)C)C(NC1=NC(=CC=C1)Br)=O (3S)-tert-Butyl 5-(Acetamidomethyl)-3-(6-bromopyridin-2-ylcarbamoyl)-2-azabicyclo[3.1.0]hexane-2-carboxylate